BrC=1C=CC2=C(OC3(CCOCC3)CC(N2CCO[Si](C)(C)C(C)(C)C)=O)C1 8-bromo-5-(2-((tert-butyldimethylsilyl)oxy)ethyl)-2',3',5',6'-tetrahydro-3H-spiro[benzo[b][1,4]oxazepin-2,4'-pyran]-4(5H)-one